BrC=1C=C(C=CC1)C(C1CC(C1)=CC#N)C1=NN=CN1C 2-(3-((3-bromophenyl)(4-methyl-4H-1,2,4-triazol-3-yl)methyl)-cyclobutylidene)acetonitrile